cis-8-dimethylamino-3-[(4-methoxyphenyl)-methyl]-1-(2-oxo-2-pyrrolidin-1-yl-ethyl)-8-phenyl-1,3-diazaspiro[4.5]decan-2-one CN(C1(CCC2(CN(C(N2CC(N2CCCC2)=O)=O)CC2=CC=C(C=C2)OC)CC1)C1=CC=CC=C1)C